ClC1=CC=C(C=C1)C1=CC=2C3=C(C=NC2C=C1)N(C(N3C3=CC(=C(C=C3C)NS(=O)(=O)C)C#N)=N)C N-(4-(8-(4-chlorophenyl)-2-imino-3-methyl-2,3-dihydro-1H-imidazo[4,5-c]quinolin-1-yl)-2-cyano-5-methylphenyl)methanesulfonamide